ClC=1N=CC2=C(N1)N(C(=C2)C)CC=2C(=NC=CN2)N(S(=O)(=O)C)C N-(3-((2-chloro-6-methyl-7H-pyrrolo[2,3-d]pyrimidin-7-yl)methyl)pyrazin-2-yl)-N-methyl-methanesulfonamide